delta-amino(ornithine) NC(CC[C@H](N)C(=O)O)N